OC1C(N(CC1)C(=O)C1=CC(=C2N1CCC1=CC(=C(C=C21)C=2N=NN(N2)C)OC)CCC)(C(=O)OCC)C ethyl 3-hydroxy-1-[8-methoxy-9-(2-methyltetrazol-5-yl)-1-propyl-5,6-dihydropyrrolo[2,1-a]isoquinoline-3-carbonyl]-2-methyl-pyrrolidine-2-carboxylate